5-[(3S)-2-(3,3-difluoro-2,2-dimethylpropionyl)-1,2-oxazolidin-3-yl]thiophene-2-carbonitrile FC(C(C(=O)N1OCC[C@H]1C1=CC=C(S1)C#N)(C)C)F